(s)-2-amino-5-((6-aminohexyl)amino)pentanoic acid trihydrochloride Cl.Cl.Cl.N[C@H](C(=O)O)CCCNCCCCCCN